FC1=CC=C(C#N)C(=C1)F 4,6-difluorobenzonitrile